O=S1(CC2(C1)CN(C2)C(=O)N2CC1(C2)CC(C1)CC1=NC=C(N=C1)C(F)(F)F)=O (2,2-dioxo-2lambda6-thia-6-azaspiro[3.3]heptan-6-yl)-[6-[[5-(trifluoromethyl)pyrazin-2-yl]methyl]-2-azaspiro[3.3]heptan-2-yl]methanone